ClC1=CC=C(C2=C1NC(=N2)CCNCCC=2OC=C(N2)C(=O)NCC2=NC=CC=C2F)F 2-(2-{[2-(7-chloro-4-fluoro-1H-1,3-benzodiazol-2-yl)ethyl]amino}ethyl)-N-[(3-fluoropyridin-2-yl)methyl]-1,3-oxazole-4-carboxamide